(2E)-3-(5-ethynylpyridin-2-yl)prop-2-enoic acid methyl ester COC(\C=C\C1=NC=C(C=C1)C#C)=O